C12(CC3CC(CC(C1)C3)C2)C=2C=C(C(=O)NCC3=C(C=C(C=C3)O)O)C=CC2O 3-adamantan-1-yl-N-(2,4-dihydroxybenzyl)-4-hydroxy-benzoic acid amide